FC=1C=C(C=NC1N1CCNCC1)C1=NNC2=CC=CC=C12 3-(5-fluoro-6-piperazin-1-yl-3-pyridinyl)-1H-indazole